(3-methyl-4-(5-(trifluoromethyl)isoxazol-3-yl)phenyl)acrylamide CC=1C=C(C=CC1C1=NOC(=C1)C(F)(F)F)C(C(=O)N)=C